FC1=CC=C(C=C1)[C@@H]1NC[C@H](N(C1)C(=O)OC(C)(C)C)C tert-butyl (2R,5S)-5-(4-fluorophenyl)-2-methyl-piperazine-1-carboxylate